2-Chloro-4-(((1-methyl-1H-pyrazolo[3,4-b]pyridin-4-yl)amino)methyl)-benzenesulfonamide ClC1=C(C=CC(=C1)CNC1=C2C(=NC=C1)N(N=C2)C)S(=O)(=O)N